(S)-quinuclidin-3-yl ((R)-5-(4-butoxyphenyl)-6-ethoxy-2,2-dimethyl-2,3-dihydro-1H-inden-1-yl)carbamate C(CCC)OC1=CC=C(C=C1)C=1C=C2CC([C@H](C2=CC1OCC)NC(O[C@@H]1CN2CCC1CC2)=O)(C)C